C(C)(C)(C)OC(=O)NC[C@H]1N2C(N([C@H](C=C1C)C2)O[C@H](C(=O)OCC)F)=O ethyl (2S)-2-[[(2S,5R)-2-[(tert-butoxycarbonylamino)methyl]-3-methyl-7-oxo-1,6-diazabicyclo[3.2.1]oct-3-en-6-yl]oxy]-2-fluoro-acetate